(3R,7aS)-3-phenyl-6-(phenylthio)tetrahydro-3H,5H-pyrrolo[1,2-c]oxazol-5-one C1(=CC=CC=C1)[C@H]1OC[C@H]2N1C(C(C2)SC2=CC=CC=C2)=O